N1C(=NC=C1)C1=CC=C(ONC2=CC=CC=C2)C=C1 (4-(1H-imidazol-2-yl)phenoxy)aniline